C[Sn](C)(C)CC=1C=C2C=CC(=CC2=CC1)N1CCCCC1 1-(6-((trimethylstannyl)methyl)naphthalen-2-yl)piperidine